ClC=1N=C(C=2C(N1)=C(N(N2)COCC[Si](C)(C)C)CC2CCCCC2)N(C)CC2=C(C=C(C=C2)OC)OC 5-chloro-3-(cyclohexylmethyl)-N-(2,4-dimethoxybenzyl)-N-methyl-2-((2-(trimethylsilyl)ethoxy)methyl)-2H-pyrazolo[4,3-d]pyrimidin-7-amine